2-(((3aR,5R,6S,6aR)-5-((R)-2,2-dimethyl-1,3-dioxolan-4-yl)-2,2-dimethyltetrahydrofuro[2,3-d][1,3]dioxol-6-yl)oxy)acetic acid CC1(OC[C@@H](O1)[C@@H]1[C@@H]([C@@H]2[C@@H](OC(O2)(C)C)O1)OCC(=O)O)C